3-Fluoro-5-((1-oxo-6-(3-(trifluoromethyl)-1H-pyrazol-4-yl)isoquinolin-2(1H)-yl)methyl)-N-((tetrahydro-2H-pyran-4-yl)methyl)benzamide FC=1C=C(C(=O)NCC2CCOCC2)C=C(C1)CN1C(C2=CC=C(C=C2C=C1)C=1C(=NNC1)C(F)(F)F)=O